tert-butyl N-[2-[3-(hydroxymethyl)-6-methoxy-2-pyridyl]-1-methyl-ethyl]carbamate OCC=1C(=NC(=CC1)OC)CC(C)NC(OC(C)(C)C)=O